ClC1=C2C(N(C=NC2=CC=C1)CCOC)=O 5-chloro-3-(2-methoxyethyl)quinazolin-4(3H)-one